C1(=CC=CC=C1)N(C1=CC=CC=C1)C1=C(C=CC=C1)N(C1=CC=CC=C1)C1=CC=CC=C1 (N,N'-diphenylamino)triphenylamine